(S and R)-2-((1R,3aR,6S,7R,7aS)-7-((E)-2-(5-(2-cyanophenyl)pyridin-2-yl)vinyl)-5,5-difluoro-1,6-dimethyl-3-oxooctahydroisobenzofuran-3a-yl)-2-methoxyacetamide C(#N)C1=C(C=CC=C1)C=1C=CC(=NC1)/C=C/[C@H]1[C@@H](C(C[C@]2(C(O[C@@H]([C@@H]12)C)=O)[C@@H](C(=O)N)OC)(F)F)C |&1:27|